5-benzyl-3-((1-cyclopentyl-1H-pyrazole-5-carboxamido)methyl)-4,5-dihydroisoxazole C(C1=CC=CC=C1)C1CC(=NO1)CNC(=O)C1=CC=NN1C1CCCC1